CN1N=CC(=C1C)C(CNC(OC)=O)C=1SC=CC1 methyl N-[2-(1,5-dimethylpyrazol-4-yl)-2-(2-thienyl)ethyl]carbamate